Dibenzyl (1,1,1,3,3,3-hexafluoro-2-(((5-fluoro-2-(8-(2-fluorobenzyl)imidazo[1,2-a]pyrazin-6-yl)pyrimidin-4-yl)amino)methyl)propan-2-yl) Phosphate P(=O)(OCC1=CC=CC=C1)(OCC1=CC=CC=C1)OC(C(F)(F)F)(C(F)(F)F)CNC1=NC(=NC=C1F)C=1N=C(C=2N(C1)C=CN2)CC2=C(C=CC=C2)F